1-N'-(4-fluorophenyl)-1-N-(4-pyrido[4,3-d]pyrimidin-4-yloxyphenyl)cyclopropane-1,1-dicarboxamide FC1=CC=C(C=C1)NC(=O)C1(CC1)C(=O)NC1=CC=C(C=C1)OC=1C2=C(N=CN1)C=CN=C2